N1C(=NC=C1)CCN 2-(1H-imidazol-2-yl)ethanamine